C(C)NC1=CC=C(C=C1)C1=CC(=C(C(O1)=O)C#N)SC 6-(4-(ethylamino)phenyl)-4-(methylthio)-2-oxo-2H-pyran-3-carbonitrile